C(C)C1=NOC2=C1C=C(C(=C2)OC)C=2C(=C(C=CC2)S(=O)(=O)N)F (3-ethyl-6-methoxybenzo[d]isoxazol-5-yl)-2-fluorobenzenesulfonamide